5-(Cyclohexyloxy)-4-methyl-6-(5-(piperazin-1-ylmethyl) isoindoline-2-carbonyl)-1,3-phenylenedi(4-methylbenzenesulfonate) C1(CCCCC1)OC=1C(=C(C=C(C1C(=O)N1CC2=CC=C(C=C2C1)CN1CCNCC1)C1=C(C=CC(=C1)C)S(=O)(=O)[O-])C1=C(C=CC(=C1)C)S(=O)(=O)[O-])C